3-tert-butyl-1-{1-[(2-cyanophenyl)methyl]-2-oxo-3,4-dihydroquinolin-6-yl}urea C(C)(C)(C)NC(NC=1C=C2CCC(N(C2=CC1)CC1=C(C=CC=C1)C#N)=O)=O